1-bromo-7,9-decadiene BrCCCCCCC=CC=C